3,5-dihydroxy-1,7-bis(3,4-dihydroxyphenyl)heptane benzyl-(R)-2-hydroxy-3-phenylpropionate C(C1=CC=CC=C1)OC([C@@H](CC1=CC=CC=C1)O)=O.OC(CCC1=CC(=C(C=C1)O)O)CC(CCC1=CC(=C(C=C1)O)O)O